4-bromo-1-chloro-6,7,8,9-tetrahydro-5H-pyrido[4,3-b]Indole-5-carboxylic acid tert-butyl ester C(C)(C)(C)OC(=O)N1C2=C(C=3CCCCC13)C(=NC=C2Br)Cl